5-hexen-1-yn-ol C(#CCCC=C)O